bis[(perfluorophenyl)methyl] sulfide FC1=C(C(=C(C(=C1F)F)F)F)CSCC1=C(C(=C(C(=C1F)F)F)F)F